ethyl-((2-amino-3-chloropyridin-4-yl) thio)-3-(4-amino-4-methylpiperidin-1-yl)-5-methylpyrazine-2-carboxylate C(C)N1C(C(=NC(=C1SC1=C(C(=NC=C1)N)Cl)C)N1CCC(CC1)(C)N)C(=O)[O-]